1,1'-biphenyl-3,3'-dicarboxylic acid C1(=CC(=CC=C1)C(=O)O)C1=CC(=CC=C1)C(=O)O